6-[7-[2-(1,1-dioxo-1,4-thiazinan-4-yl)ethoxy]imidazo[1,2-a]pyridin-3-yl]-8-methoxy-2-(2,2,2-trifluoroethyl)-3,4-dihydroisoquinolin-1-one O=S1(CCN(CC1)CCOC1=CC=2N(C=C1)C(=CN2)C=2C=C1CCN(C(C1=C(C2)OC)=O)CC(F)(F)F)=O